C1(=CC=CC=2C3=CC=CC=C3C(C12)N)N 9H-fluorene-1,9-diamine